C(#N)C1=CC=C(C=C1)C1=NC(=NC=C1C1=CC=C(C=C1)C)NC[C@@H]1CN(CC1)C(=O)OC(C)(C)C tert-butyl (3R)-3-({[4-(4-cyanophenyl)-5-(4-methylphenyl)pyrimidin-2-yl]amino}methyl)pyrrolidine-1-carboxylate